ClC=1C=C(C=CC1F)N(C(=O)[C@H]1N(C[C@H](C1)C(=O)NC=1C(=NN(C1)C)C)C1=NC(=CC(=C1)C(F)(F)F)C)C (2S,4S)-N2-(3-chloro-4-fluorophenyl)-N4-(1,3-dimethyl-1H-pyrazol-4-yl)-N2-methyl-1-(6-methyl-4-(trifluoromethyl)pyridin-2-yl)pyrrolidine-2,4-dicarboxamide